2,6-Dichloro-4-methyl-3-nitro-pyridine ClC1=NC(=CC(=C1[N+](=O)[O-])C)Cl